C1(CC1)N1CC=2N=C(SC2C1=O)NC(OC(C)(C)C)=O tert-butyl (5-cyclopropyl-6-oxo-5,6-dihydro-4H-pyrrolo[3,4-d]thiazol-2-yl)carbamate